2-amino-3-(2,3-dichlorophenyl)propan-1-ol NC(CO)CC1=C(C(=CC=C1)Cl)Cl